C(C)(C)(C)P(C1=C(C(CC=C1OC)(C(C)C)C)C1=C(C=C(C=C1)C(C)C)C(C)C)C(C)(C)C 2-Di-tert-butylphosphino-3-methoxy-6-methyl-2',4',6-triisopropyl-1,1-biphenyl